(1,3-dioxolan-2-one-4-yl) methacrylate C(C(=C)C)(=O)OC1OC(OC1)=O